CC1=CC(=O)OC2=C1C=CC(=C2)OS(=O)(=O)O The molecule is a member of the class of coumarins that is umbelliferone sulfate which carries a methyl group at position 4. It is a metabolite of 4-methylumbelliferone. It has a role as a human xenobiotic metabolite. It is an aryl sulfate and a member of coumarins. It derives from an umbelliferone sulfate and a 4-methylumbelliferone. It is a conjugate acid of a 4-methylumbelliferone sulfate(1-).